8-chloro-2-[1-[3-(3-methoxyazetidin-1-yl)cyclobutyl]pyrazol-4-yl]-7-[(2-methyl-3H-benzimidazol-5-yl)oxy]quinoxaline ClC=1C(=CC=C2N=CC(=NC12)C=1C=NN(C1)C1CC(C1)N1CC(C1)OC)OC1=CC2=C(N=C(N2)C)C=C1